6-cyclopropyl-3-(3-(1-methyl-1H-pyrazol-4-yl)pyrazolo[1,5-a]pyridin-5-yl)-1H-pyrrolo[2,3-b]pyridine C1(CC1)C1=CC=C2C(=N1)NC=C2C2=CC=1N(C=C2)N=CC1C=1C=NN(C1)C